C(C)(C)(C)OC(=O)N1CCC(=CC1)C1=C(C=C(C=C1)CCNC(=O)C1=C(C=2C(=NC(=CC2)C)S1)N)F.N1=C(C=CC=C1)NC(=S)C1=NC=CC=C1 N-(pyridine-2-yl)pyridine-2-thioamide tert-Butyl-4-(4-(2-(3-amino-6-methylthieno[2,3-b]pyridine-2-carboxamido)ethyl)-2-fluorophenyl)-3,6-dihydropyridine-1(2H)-carboxylate